C(C)(C)(C)OC(=O)N1CCC(CC1)C=1N=CC2=C(N1)C(=C(N2COCC[Si](C)(C)C)C2=CN(C(C(=C2)C)=O)C)C(C)C 4-(6-(1,5-dimethyl-6-oxo-1,6-dihydropyridin-3-yl)-7-isopropyl-5-((2-(trimethylsilyl)ethoxy)methyl)-5H-pyrrolo[3,2-d]pyrimidin-2-yl)piperidine-1-carboxylic acid tert-butyl ester